(E)-4-(5-(4-(trifluoromethoxy)phenoxy)thiophen-2-yl)but-3-en-2-one FC(OC1=CC=C(OC2=CC=C(S2)/C=C/C(C)=O)C=C1)(F)F